OC(=O)C(F)(F)F.C1(CC1)OC1=C(C=C(C=C1)C(F)(F)F)C1=NN=C(O1)C(=O)N[C@H]1CN[C@@H](C1)COC 5-(2-cyclopropoxy-5-(trifluoromethyl)phenyl)-N-((3R,5S)-5-(methoxymethyl)pyrrolidin-3-yl)-1,3,4-oxadiazole-2-carboxamide TFA salt